normal hexylamine C(CCCCC)N